C(C1=CC=CC=C1)OC(=O)NC1CC(CN(C1)C(=O)[O-])C(=O)[O-] 5-(((benzyloxy)carbonyl)amino)piperidine-1,3-dicarboxylate